C(C)(C)(C)C1=C(C=C(C(=N1)C)N1C(=C(C(C=C1)=O)S(=O)(=N)C)C)Cl (6-tert-butyl-5-chloro-2-methyl-3-pyridyl)-2-methyl-3-(methylsulfonimidoyl)-1H-pyridin-4-one